N-[(1S)-1-(dicyclopropylmethyl)-2-[4-(3,5-dimethyl-1H-pyrazol-4-yl)anilino]-2-oxo-ethyl]cyclopentanecarboxamide C1(CC1)C([C@@H](C(=O)NC1=CC=C(C=C1)C=1C(=NNC1C)C)NC(=O)C1CCCC1)C1CC1